FC=1N=C(SC1C=O)NC(C)=O N-(4-fluoro-5-formyl-thiazol-2-yl)acetamide